tert-butyl 7-((3-(2,6-bis(benzyloxy) pyridin-3-yl)-1-methyl-1H-indazol-6-yl) amino)-6-methyl-2-azaspiro[3.5]nonane-2-carboxylate C(C1=CC=CC=C1)OC1=NC(=CC=C1C1=NN(C2=CC(=CC=C12)NC1C(CC2(CN(C2)C(=O)OC(C)(C)C)CC1)C)C)OCC1=CC=CC=C1